[S].[C] carbon sulfur